C(CCCC\C=C/C\C=C/C\C=C/CCCCC)(=O)N[C@@H](CO)C(=O)O γ-linolenoyl-serine